((2S,5r)-5-aminotetrahydro-2H-pyran-2-yl)((S)-1-(4-fluorophenyl)-3,4-dihydroisoquinolin-2(1H)-yl)methanone Bismuth-manganese [Mn].[Bi].N[C@@H]1CC[C@H](OC1)C(=O)N1[C@H](C2=CC=CC=C2CC1)C1=CC=C(C=C1)F